C(C1=CC=CC=C1)OC(=O)C1N(CCNC1CC#N)[C@]1(NC(=NC=C1[N+](=O)[O-])OC[C@H]1N(C[C@@H](C1)F)C)C(=O)[O-] (S)-4-((benzyloxycarbonyl)-3-(cyanomethyl) piperazin-1-yl)-2-(((2S,4R)-4-fluoro-1-methylpyrrolidin-2-yl) methoxy)-5-nitropyrimidine-4-carboxylate